1-[(6-ethoxy-2-oxo-1H-quinolin-3-yl)methyl]-1-(furan-2-ylmethyl)-3-(4-methoxyphenyl)urea C(C)OC=1C=C2C=C(C(NC2=CC1)=O)CN(C(=O)NC1=CC=C(C=C1)OC)CC=1OC=CC1